COC=1C=C(C=CC1)[C@H]1N(C[C@@H](CC1)C)C(C(=O)NC=1C=NC=C(C1)C)=O 2-[(2S,5R)-2-(3-methoxyphenyl)-5-methyl-1-piperidyl]-N-(5-methyl-3-pyridyl)-2-oxo-acetamide